(4-((4-chloro-2-fluorophenoxy)methyl)pyrimidin-2-yl)-2,5-dihydro-1H-pyrrole-1-carboxylic acid tert-butyl ester C(C)(C)(C)OC(=O)N1C(C=CC1)C1=NC=CC(=N1)COC1=C(C=C(C=C1)Cl)F